(R)-tert-butyl (7-ethynylchroman-4-yl)carbamate C(#C)C1=CC=C2[C@@H](CCOC2=C1)NC(OC(C)(C)C)=O